N-cyclohexyl-2-(3-pyridinyl)-2H-indazole-carboxamide C1(CCCCC1)NC(=O)C=1N(N=C2C=CC=CC12)C=1C=NC=CC1